N,N-Dimethyl-8-phenyl-6,8-dihydro-5H-[1,2,4]triazolo[5,1-c][1,4]oxazin-2-carboxamid CN(C(=O)C1=NN2C(C(OCC2)C2=CC=CC=C2)=N1)C